C(C)S(=O)(=O)N1CC(C1)OC(C)=O 1-ethylsulfonyl-3-acetoxyazetidine